4-(hydroxy(1-toluenesulfonyl-1H-pyrrol-2-yl)methyl)-4-(hydroxymethyl)piperidine-1-carboxylic acid tert-butyl ester C(C)(C)(C)OC(=O)N1CCC(CC1)(CO)C(C=1N(C=CC1)S(=O)(=O)CC1=CC=CC=C1)O